COC1=CC=C(CN2N=C(C(=C2C(=O)OCC)N)C)C=C1 ethyl 1-(4-methoxybenzyl)-3-methyl-4-amino-1H-pyrazole-5-carboxylate